(E)-8-Tetradecenyl formate C(=O)OCCCCCCC\C=C\CCCCC